S(=O)(OCC(F)F)OCCC(F)(F)F (2,2-difluoroethyl) (3,3,3-trifluoropropyl) sulfite